C=1(C(=CC=CC1)C(=O)OCCOCC)C 2-ethoxyethyl toluate